FC1=CC2C([S+](C3=C2C=C(C=C3)F)C(F)(F)F)C=C1 2,8-difluoro-5-(trifluoromethyl)-4a,9b-dihydrodibenzothiophen-5-ium